N-(3-(5-(((1-Acetylpiperidin-4-yl)amino)methyl)-3'-chloro-6-methoxy-[2,4'-bipyridin]-2'-yl)-2-chlorophenyl)-1,3-dimethyl-2,4-dioxo-1,2,3,4-tetrahydropyrimidine-5-carboxamide C(C)(=O)N1CCC(CC1)NCC=1C=CC(=NC1OC)C1=C(C(=NC=C1)C=1C(=C(C=CC1)NC(=O)C=1C(N(C(N(C1)C)=O)C)=O)Cl)Cl